[Cl-].C[NH+]1CCOCC1 4-methylmorpholinium chloride salt